N-(1,2-bis(4-hydroxyphenyl)ethyl)-2,2,2-trifluoroacetamide OC1=CC=C(C=C1)C(CC1=CC=C(C=C1)O)NC(C(F)(F)F)=O